CC1=C(OC2=C(C=C(C=C2C1=O)C)[C@@H](C)NC1=C(C(=O)NOC)C=CC=C1)C1=CC=CC=C1 2-[[(1R)-1-(3,6-Dimethyl-4-oxo-2-phenyl-chromen-8-yl)ethyl]amino]-N-methoxy-benzamide